O=C1NC(CCC1C1=C(C=C(C=C1)N1CCN(CC1)C(=O)OC(C)(C)C)F)=O tert-butyl 4-[4-(2,6-dioxo-3-piperidyl)-3-fluoro-phenyl]piperazine-1-carboxylate